N-(1-cyclohexenyl)piperidine C1(=CCCCC1)N1CCCCC1